2-((1-(6-chloro-4-cyano-2-morpholinoquinolin-8-yl)ethyl)amino)benzoic acid ClC=1C=C2C(=CC(=NC2=C(C1)C(C)NC1=C(C(=O)O)C=CC=C1)N1CCOCC1)C#N